C(C)(C)(C)OC(=O)NC[C@@](C(=O)OCC)(F)C1=CC(=CC=C1)Cl ethyl (2S)-3-[[(tert-butoxy)carbonyl]amino]-2-(3-chlorophenyl)-2-fluoropropanoate